(1R,2R)-2-fluoro-N-[3-(2-methoxypyridin-3-yl)-1-[[2-(trimethylsilyl)ethoxy]methyl]pyrrolo[2,3-b]pyridin-6-yl]cyclopropane-1-carboxamide F[C@H]1[C@H](C1)C(=O)NC1=CC=C2C(=N1)N(C=C2C=2C(=NC=CC2)OC)COCC[Si](C)(C)C